BrC1=CC=C(CN2C(C(C3=CC=CC=C23)=O)=O)C=C1 1-(4-bromo-benzyl)indoline-2,3-dione